FC1=C(CN2C(NCC=3C=NC=4C=C(C(=CC4C32)F)OC)=O)C(=CC(=C1)SCC1=CC=C(C=C1)OC)F 1-(2,6-difluoro-4-((4-methoxybenzyl)thio)benzyl)-9-fluoro-8-methoxy-3,4-dihydropyrimido[5,4-c]Quinolin-2(1H)-one